C1=2C(=CC=CC2CC1)C#N bicyclo[4.2.0]octa-1(6),2,4-triene-2-carbonitrile